1,4-di(2-thienyl)-1,2-diallyl-1-butene S1C(=CC=C1)C(=C(CCC=1SC=CC1)CC=C)CC=C